3-[(tert-butoxycarbonyl)amino]-2-(2-methoxyphenyl)propionic acid C(C)(C)(C)OC(=O)NCC(C(=O)O)C1=C(C=CC=C1)OC